5-methyl-3H,4H,5H,6H,7H-pyrimido[4,5-b][1,4]thiazine-4,6-dione CN1C2=C(SCC1=O)N=CNC2=O